N1N=CC(=C1)C1=CC=C(C=C1)N1C(N(C2(C1)CCOCC2)CC=2C=C(C(=O)N)C=CC2)=O 3-((3-(4-(1H-pyrazol-4-yl)phenyl)-2-oxo-8-oxa-1,3-diazaspiro[4.5]decan-1-yl)methyl)benzamide